ClC1=C(C=C(C=C1)C(F)(F)F)[N+](=O)[O-] 1-Chloro-2-nitro-4-(trifluoromethyl)benzene